Cl.NC[C@H](O)C1(CC1)C(F)(F)F |r| (±)-2-amino-1-[1-(trifluoromethyl)cyclopropyl]ethanol Hydrochloride